3-(3-morpholinophenyl)-3-(5-(2-(5,6,7,8-tetrahydro-1,8-naphthyridin-2-yl)-ethoxy)-1H-indazol-1-yl)propionic acid O1CCN(CC1)C=1C=C(C=CC1)C(CC(=O)O)N1N=CC2=CC(=CC=C12)OCCC1=NC=2NCCCC2C=C1